Tert-butyl 5-[5-nitro-6-(4-pyridylamino)-2-pyridyl]-2,5-diazabicyclo[2.2.2]Octane-2-carboxylate [N+](=O)([O-])C=1C=CC(=NC1NC1=CC=NC=C1)N1C2CN(C(C1)CC2)C(=O)OC(C)(C)C